CNC=1N=CC(=C2C=C(N=CC12)NC(=O)C1CC1)C1=NN(C(=C1)C1=CC=CC=C1)C1OCCCC1 N-(8-(methylamino)-5-(5-phenyl-1-(tetrahydro-2H-pyran-2-yl)-1H-pyrazol-3-yl)-2,7-naphthyridin-3-yl)cyclopropanecarboxamid